O=C(C(C=O)C1=CC=CC=C1)C=CC1=CC=CC=C1 3-OXO-2,5-DIPHENYL-PENT-4-ENAL